N1=CC=C(C=C1)C1=CC(=CC=C1)C1=CC=NC=C1 m-di(4-pyridyl)benzene